CP(=O)(C)C1=CC(=C(C=C1)NCC#CC=1C=C(C2=C(N(C=N2)CC(F)(F)F)C1)C(=O)N[C@@H]1[C@H](CN(CC1)C)C)OC 6-(3-((4-(dimethylphosphoryl)-2-methoxyphenyl)amino)prop-1-yn-1-yl)-N-((3S,4S)-1,3-dimethylpiperidin-4-yl)-1-(2,2,2-trifluoroethyl)-1H-benzo[d]imidazole-4-carboxamide